COC=1C=C(C=C(C1)C(F)(F)F)C1=NN(C=N1)\C=C/C(=O)OC(C)C propan-2-yl (Z)-3-[3-[3-methoxy-5-(trifluoromethyl)phenyl]-1,2,4-triazol-1-yl]prop-2-enoate